FC(C(=O)O)(F)F.CN1C(N(C2=C1C=C(C=C2)N2CCC(CC2)CC2CCNCC2)C2C(NC(CC2)=O)=O)=O 3-[3-methyl-2-oxo-5-[4-(4-piperidylmethyl)-1-piperidyl]benzimidazol-1-yl]piperidine-2,6-dione trifluoroacetate